NC1=CC=CC(=N1)S(=O)(=O)NC(=O)C=1C(=NC(=C(C1)C1=CCCCC1)C(C)(C)C)N1C(CC(C1)C)(C)C N-[(6-Amino-2-pyridyl)sulfonyl]-6-tert-butyl-5-(cyclohexen-1-yl)-2-(2,2,4-trimethylpyrrolidin-1-yl)pyridin-3-carboxamid